5-Chloro-1-((2-(trimethylsilyl)ethoxy)methyl)-1H-pyrazolo[4,3-d]pyrimidine ClC=1N=CC2=C(N1)C=NN2COCC[Si](C)(C)C